C(C)(=O)O[C@H]1[C@@H](OC=2C=C(C=CC2)C2=CC=CC=C2)O[C@@H]([C@@H]([C@@H]1OC(C)=O)OC(C)=O)COC(C)=O [1,1'-biphenyl]-3-yl 2,3,4,6-tetra-O-acetyl-α-D-galactopyranoside